COC([C@@H](N1CC2=CC=CC=C2C1)C1=CC(=CC=C1)N)=O.FC1=CC=C(C(=N1)C)OC1=C(C(=O)NC2=CC(=CC=C2)[S@@](=O)NC)C=CC(=C1)C(F)(F)F (R)-2-((6-fluoro-2-methylpyridin-3-yl)oxy)-N-(3-(S-methylamino-sulfinyl)phenyl)-4-(trifluoromethyl)benzamide methyl-(S)-2-(3-aminophenyl)-2-(isoindolin-2-yl)acetate